(1R,3S,4R)-2-((3-chloro-2-methylphenyl)glycyl)-N-((R)-1-cyano-2-((R)-2-oxopiperidin-3-yl)ethyl)-5,5-difluoro-2-azabicyclo[2.2.2]octane-3-carboxamide ClC=1C(=C(C=CC1)NCC(=O)N1[C@H]2CC([C@@H]([C@H]1C(=O)N[C@H](C[C@@H]1C(NCCC1)=O)C#N)CC2)(F)F)C